C(C)OP(=O)(OCC)CC[C@H]1OC([C@H]2[C@@H]1OC(O2)(C)C)OC (3aR,6R,6aR)-6-(2-diethoxyphosphorylethyl)-4-methoxy-2,2-dimethyl-3a,4,6,6a-tetrahydrofuro[3,4-d][1,3]dioxole